3-(but-2-yn-1-yl)-4-oxo-3,4-dihydroimidazo[5,1-d][1,2,3,5]tetrazine-8-carboxamide C(C#CC)N1N=NC=2N(C1=O)C=NC2C(=O)N